r-bis(diphenylphosphino)ferrocene C1(=CC=CC=C1)P(C1=CC=CC=C1)[C-]1C=CC=C1.[C-]1(C=CC=C1)P(C1=CC=CC=C1)C1=CC=CC=C1.[Fe+2]